N1(CCNCC1)C1=C2CCN(C2=CC=C1)C(=O)OCC1=CC=CC=C1 Benzyl 4-(piperazin-1-yl)-2,3-dihydroindole-1-carboxylate